3-(5-(4-(4-(2-(4-((1R,2S)-6-hydroxy-2-phenyl-1,2,3,4-tetrahydronaphthalen-1-yl)phenoxy)ethyl)piperazine-1-carbonyl)piperidin-1-yl)-1-oxoisoindolin-2-yl)piperidine OC=1C=C2CC[C@@H]([C@@H](C2=CC1)C1=CC=C(OCCN2CCN(CC2)C(=O)C2CCN(CC2)C=2C=C3CN(C(C3=CC2)=O)C2CNCCC2)C=C1)C1=CC=CC=C1